ClC1=C(C(=CC=C1)Cl)B(O)O (2,6-dichlorophenyl)boronic acid